[N+](=O)([O-])C1=NN(C=C1)C1=CC=C(C=C1)C1(CC1)NC(OC(C)(C)C)=O tert-butyl N-[1-[4-(3-nitropyrazol-1-yl) phenyl] cyclopropyl]carbamate